5-amino-1-naphthalenesulfonic acid, sodium salt [Na+].NC1=C2C=CC=C(C2=CC=C1)S(=O)(=O)[O-]